7-bromo-N-(3-(4,4-difluoropiperidin-1-yl)-5-methylphenyl)-5-(6-azaspiro[2.5]octan-6-yl)quinazolin-4-amine BrC1=CC(=C2C(=NC=NC2=C1)NC1=CC(=CC(=C1)C)N1CCC(CC1)(F)F)N1CCC2(CC2)CC1